C(#N)C=1C=C2C=CN=C(C2=CC1)N(C(C1=C(C=C(C=C1)C=1N=NN(C1)C)F)=O)[C@H]1CN(CCC1)C(=O)OC(C)(C)C tert-butyl (R)-3-(N-(6-cyanoisoquinolin-1-yl)-2-fluoro-4-(1-methyl-1H-1,2,3-triazol-4-yl)benzamido)-piperidine-1-carboxylate